COC1=CC=2CC3=CC=CC=C3N(C2C=C1OCCCN1CCCC1)CC1COCC1 2-methoxy-N-[(oxolan-3-yl)methyl]-3-[3-(pyrrolidin-1-yl)propoxy]acridin